(13Z)-docosa-13-enoic acid C(CCCCCCCCCCC\C=C/CCCCCCCC)(=O)O